FC=1C=CC(=C(C1)C(C=1N(C=2C(=C3CC[C@@H](N(C3=CC2)C(=O)OC)C)N1)[C@H]1C[C@@H](CCC1)C(=O)OC)O)OC methyl (7S)-2-[(5-fluoro-2-methoxyphenyl)(hydroxy)methyl]-3-[(1R,3R)-3-(methoxycarbonyl)cyclohexyl]-7-methyl-3H,6H,7H,8H,9H-imidazo[4,5-f]quinoline-6-carboxylate